Lithium trimethylbenzoylphosphite CC1=C(C(=C(C(=O)P([O-])([O-])[O-])C=C1)C)C.[Li+].[Li+].[Li+]